heptyl-1,1,1,3,5,5,5-heptamethyltrisiloxane C(CCCCCC)[Si](O[Si](C)(C)C)(O[Si](C)(C)C)C